C1(=CC=CC=C1)S(=O)(=O)C1=CC=C(C=C1)CNC(=O)NC=1C=C2C=CC=NC2=CC1 1-{[4-(benzenesulfonyl)phenyl]methyl}-3-(quinolin-6-yl)urea